5-chloro-N-(2,3-dimethylphenyl)-2-hydroxybenzamide ClC=1C=CC(=C(C(=O)NC2=C(C(=CC=C2)C)C)C1)O